FC=1C=C(CNC(=O)C=2N=CN(C2)C2=NC(=NC=C2C)N[C@@H]2COCC2)C=CC1C(F)(F)F (S)-N-(3-fluoro-4-(trifluoromethyl)benzyl)-1-(5-meth-yl-2-((tetrahydro-furan-3-yl)amino)-pyrimidin-4-yl)-1H-imidazole-4-carboxamide